N-(3-((2-((5-methyl-2-(1-methylpiperidin-4-yl)oxazol-4-yl)amino)-5-(trifluoromethyl)pyridin-4-yl)amino)propyl)cyclobutanecarboxamide CC1=C(N=C(O1)C1CCN(CC1)C)NC1=NC=C(C(=C1)NCCCNC(=O)C1CCC1)C(F)(F)F